2-((1R,2R)-2-aminocyclohexyl)-5-chloro-N-(furan-2-ylmethyl)-3-methylthieno[3,2-b]pyridin-7-amine N[C@H]1[C@@H](CCCC1)C1=C(C2=NC(=CC(=C2S1)NCC=1OC=CC1)Cl)C